2-(3-(methoxymethyloxy)-4-(4,4,5,5-tetramethyl-1,3,2-dioxaborolan-2-yl)phenyl)-5-methyloxazole COCOC=1C=C(C=CC1B1OC(C(O1)(C)C)(C)C)C=1OC(=CN1)C